(6E)-4-hydroxy-6,10-dimethyl-undecan-6,9-dien-2-one OC(CC(C)=O)C\C(=C\CC=C(C)C)\C